C(C1=CC=CC=C1)OC1=CC(=C(C(=O)OC2=C(C(=C(C(=O)OCOC)C(=C2C)C)C)C)C(=C1)C)OC methoxymethyl 4-((4-(benzyloxy)-2-methoxy-6-methylbenzoyl)oxy)-2,3,5,6-tetramethylbenzoate